2-(4-ethoxyphenyl)-N-phenyl-1-(benzenesulfonyl)-1H-pyrrolo[2,3-b]pyridin-4-amine C(C)OC1=CC=C(C=C1)C1=CC2=C(N=CC=C2NC2=CC=CC=C2)N1S(=O)(=O)C1=CC=CC=C1